dimethyl 3,3',4,4'-biphenyltetracarboxylate dichloride [Cl-].[Cl-].C1(=CC(=C(C=C1)C(=O)[O-])C(=O)OC)C1=CC(=C(C=C1)C(=O)[O-])C(=O)OC